FC1=C(C=CC(=C1)C(F)(F)F)S(=O)(=O)N1CC2(CN(C2)C(=O)N2C[C@@H]3[C@@H](OCC(N3)=O)CC2)C1 (4aR,8aS)-6-(6-((2-Fluoro-4-(trifluoromethyl)phenyl)sulfonyl)-2,6-diazaspiro[3.3]heptane-2-carbonyl)hexahydro-2H-pyrido[4,3-b][1,4]oxazin-3(4H)-one